6-fluoro-3-(((3-fluoropyridin-2-yl)methyl)amino)-5-(4-methoxyphenoxy)-4H-benzo[e][1,2,4]thiadiazine 1,1-dioxide FC=1C=CC2=C(NC(=NS2(=O)=O)NCC2=NC=CC=C2F)C1OC1=CC=C(C=C1)OC